2-[[6-([5-chloro-2-[4-(2-hydroxyethoxy)piperidin-1-yl]pyrimidin-4-yl]amino)-1-methyl-2-oxo-1,2-dihydroquinolin-3-yl]oxy]-N-methylacetamide ClC=1C(=NC(=NC1)N1CCC(CC1)OCCO)NC=1C=C2C=C(C(N(C2=CC1)C)=O)OCC(=O)NC